N-(5-((3-chloro-2-((diphenylmethylene)amino)pyridin-4-yl)oxy)pyrimidin-2-yl)-5-(4-fluorophenyl)-1-cyclopropyl-4-oxo-1,4-dihydropyridazine-3-carboxamide ClC=1C(=NC=CC1OC=1C=NC(=NC1)NC(=O)C1=NN(C=C(C1=O)C1=CC=C(C=C1)F)C1CC1)N=C(C1=CC=CC=C1)C1=CC=CC=C1